1-(1-(2-fluoro-3-methoxy-4-nitro-6-vinylphenyl)piperidin-4-yl)-4-methylpiperazine FC1=C(C(=CC(=C1OC)[N+](=O)[O-])C=C)N1CCC(CC1)N1CCN(CC1)C